N-[3-(5-chloro-1,3-benzothiazol-2-yl)-1-bicyclo[1.1.1]pentanyl]-5-[(1S)-1-methylsulfonylethyl]furan-2-carboxamide ClC=1C=CC2=C(N=C(S2)C23CC(C2)(C3)NC(=O)C=3OC(=CC3)[C@H](C)S(=O)(=O)C)C1